Cl.BrC=1C=C2C(=NC=NC2=CC1)NC1=CC(=CC=C1)Cl 6-bromo-N-(3-chlorophenyl)quinazolin-4-amine-HCl